[(8-acetyl-4-methyl-2-oxo-2H-chromen-7-yl)oxy]acetic acid C(C)(=O)C=1C(=CC=C2C(=CC(OC12)=O)C)OCC(=O)O